COC=1C=C(C(=O)N2CC(NC3=CC(=CC=C23)C(C)=O)=O)C=C(C1)C1=COC=C1 4-(3-methoxy-5-(furan-3-yl)benzoyl)-7-acetyl-3,4-dihydroquinoxalin-2(1H)-one